C1(=C(C(=CC(=C1)C)C)N1C(N(C(=C1C)C)CC1=C(C=C(C=C1C)C)C)=[Ag-2]Cl)C 1-mesityl-4,5-dimethyl-3-(2,4,6-trimethylbenzyl)-imidazol-2-ylidenesilver(I) chloride